C1=CC=C(C=C1)C2=CC(=NN(N2)N)N 2,4-diamino-6-phenyl-triazine